NC1=NC=C(C2=C1C(=NN2C2CNCC2)C#CC2=CC1=C(N(C=N1)C1CC1)C=C2)C2=NN(C=C2)C 3-(4-amino-3-((1-cyclopropyl-1H-benzo[d]imidazol-5-yl)ethynyl)-7-(1-methyl-1H-pyrazol-3-yl)-1H-pyrazolo[4,3-c]pyridin-1-yl)pyrrolidine